CN(CC)C Dimethyl-ethyl-amine